4,6-diamino-1,3-benzenedisulfonic acid NC1=C(C=C(C(=C1)N)S(=O)(=O)O)S(=O)(=O)O